Tert-butyl (3S,4S)-3-fluoro-4-((6-(methylcarbamoyl)pyridin-3-yl)oxy)pyrrolidine-1-carboxylate F[C@H]1CN(C[C@@H]1OC=1C=NC(=CC1)C(NC)=O)C(=O)OC(C)(C)C